(4-(8-(5-cyclobutyl-2-ethoxy-4-(5-fluoropyridin-2-yl)benzyl)-2-oxo-1-oxa-3,8-diazaspiro[4.5]decan-3-yl)phenyl)phosphonic acid C1(CCC1)C=1C(=CC(=C(CN2CCC3(CN(C(O3)=O)C3=CC=C(C=C3)P(O)(O)=O)CC2)C1)OCC)C1=NC=C(C=C1)F